1-(4-trifluoromethylphenyl)cycloprop-2-ene-1-carboxylic acid FC(C1=CC=C(C=C1)C1(C=C1)C(=O)O)(F)F